Isobutylamine tartrate C(=O)(O)C(O)C(O)C(=O)O.C(C(C)C)N